(S)-N-(1-(4-(benzylthio)phenylamino)-1-oxo-3-phenylpropan-2-yl)-3-fluorobenzamide C(C1=CC=CC=C1)SC1=CC=C(C=C1)NC([C@H](CC1=CC=CC=C1)NC(C1=CC(=CC=C1)F)=O)=O